C1(CC1)N1C(C2=CC=C(C=C2C(=C1)I)N1CC2(C1)CC(C2)O)=O 2-cyclopropyl-6-(6-hydroxy-2-azaspiro[3.3]hept-2-yl)-4-iodoisoquinolin-1(2H)-one